N-((1H-1,2,3-triazol-4-yl)methyl)-7-fluoro-9H-pyrido[3,4-b]indole-1-carboxamide N1N=NC(=C1)CNC(=O)C1=NC=CC2=C1NC1=CC(=CC=C21)F